sulfuric acid lead salt [Pb+2].S([O-])([O-])(=O)=O